C(C)(C)(C)C=1C=CC(=NC1)CN(C(=O)C1(CC1)C1=CC=C2C(NN=C(C2=C1)CNC(OC(C)(C)C)=O)=O)C1CCCC=2C=CC=NC12 tert-butyl ((7-(1-(((5-(tert-butyl)pyridin-2-yl)methyl)(5,6,7,8-tetrahydroquinolin-8-yl)carbamoyl)cyclopropyl)-4-oxo-3,4-dihydrophthalazin-1-yl)methyl)carbamate